COC(C(C)C1=CC(=CC=C1)NC=O)=O 2-(3-formamidophenyl)Propanoic Acid Methyl Ester